ClC=1N=NC(=C(N1)N1CCC2(CN(C2)[C@H](C(C)C)C2CC(C2)(OC)OC)C1)OC1=C(C=C(C=C1)F)N1C(=NN=C1C)C1CC1 7-[3-chloro-6-[2-(3-cyclopropyl-5-methyl-1,2,4-triazol-4-yl)-4-fluoro-phenoxy]-1,2,4-triazin-5-yl]-2-[(1R)-1-(3,3-dimethoxycyclobutyl)-2-methyl-propyl]-2,7-diazaspiro[3.4]octane